{3-[(3S,4S)-4-amino-3-methyl-2-oxa-8-azaspiro[4.5]decan-8-yl]-6-(4-chloro-2H-indazol-6-yl)pyrazin-2-yl}methanol N[C@@H]1[C@@H](OCC12CCN(CC2)C=2C(=NC(=CN2)C=2C=C(C1=CNN=C1C2)Cl)CO)C